OC(C)(C)C1=CC=C(C=N1)C=1N=C2C(=NC1)NC([C@@H](N2CCC2CCOCC2)C)=O (S)-6-(6-(2-hydroxypropan-2-yl)pyridin-3-yl)-3-methyl-4-(2-(tetrahydro-2H-pyran-4-yl)ethyl)-3,4-dihydropyrazino[2,3-b]pyrazin-2(1H)-one